6-((2R,3S)-2-amino-3-fluorobutyl)-2-chloro-7-(prop-1-yn-1-yl)-N-(thiophen-2-ylmethyl)pyrrolo[2,1-f][1,2,4]triazin-4-amine N[C@H](CC=1C=C2C(=NC(=NN2C1C#CC)Cl)NCC=1SC=CC1)[C@H](C)F